N[C@@H](C(=O)NC1=CC=C(C=C1)C1=C2C(=NC=C1)NC=C2)C(C)(C)C (2R)-2-Amino-3,3-dimethyl-N-[4-(1H-pyrrolo[2,3-b]pyridin-4-yl)phenyl]butanamide